2-(2,4-dichlorobenzyl)imidazole ClC1=C(CC=2NC=CN2)C=CC(=C1)Cl